3-((6,6-difluorohexyl)oxy)-4-(1-(difluoromethyl)-1,2,5,6-tetrahydropyridin-3-yl)-1,2,5-thiadiazole FC(CCCCCOC1=NSN=C1C=1CN(CCC1)C(F)F)F